FC(C1=CC=C(C=C1)C1=C2CCNCC2=CC(=C1)O)(F)F 5-(4-(trifluoromethyl)phenyl)-1,2,3,4-tetrahydroisoquinolin-7-ol